C(=O)C=1N=C2CC(CN(C2=CC1)C1=CC=C(C=C1)C(F)(F)F)CNC(C)=O N-((6-formyl-1-(4-(trifluoromethyl)phenyl)-1,2,3,4-tetrahydro-1,5-naphthyridin-3-yl)methyl)acetamide